tert-butyldiphenyl-((2R)-2-((tetrahydro-2H-pyran-2-yl)oxy)propoxy)silane C(C)(C)(C)[Si](OC[C@@H](C)OC1OCCCC1)(C1=CC=CC=C1)C1=CC=CC=C1